ClC=1C(=NC(=NC1)NC1CCOCC1)C1=CC=C2CN(C(C2=C1)=O)CC(=O)NC(CO)C1=C(C=CC=C1)C 2-(6-{5-chloro-2-[(oxacyclohex-4-yl)amino]pyrimidin-4-yl}-1-oxo-2,3-dihydro-1H-isoindol-2-yl)-N-[2-hydroxy-1-(2-methylphenyl)ethyl]acetamide